1-(2-aminoethyl)-4-piperidyl-methanol NCCN1CCC(CC1)CO